NC=1N=NC(=CC1N1CCC2(CN(CCO2)C(=O)OC(C)(C)C)CC1)C1=C(C=CC=C1)O tert-butyl 9-(3-amino-6-(2-hydroxyphenyl)pyridazin-4-yl)-1-oxa-4,9-diazaspiro[5.5]undecane-4-carboxylate